tert-butyl 6-(5-chloro-2-fluorophenyl)-8-({3-[(1-methylpiperidin-4-yl)carbamoyl]pyridin-4-yl}amino)-2H,3H,4H-pyrido[3,2-b][1,4]oxazine-4-carboxylate ClC=1C=CC(=C(C1)C=1C=C(C=2OCCN(C2N1)C(=O)OC(C)(C)C)NC1=C(C=NC=C1)C(NC1CCN(CC1)C)=O)F